C(C)[C@H]1[C@H](NC([C@H]1F)=O)COC1=C(SC(=C1)OC)C 3-(((2s,3s,4s)-3-ethyl-4-fluoro-5-oxopyrrolidin-2-yl)methoxy)-5-methoxy-2-methylthiophene